FC(C(C(F)(F)F)OC(=O)N1CCN(CC1)CC=1C=C(OC(C(=O)O)(C)C)C=C(C1)C=1OC=CN1)(F)F 2-(3-((4-(((1,1,1,3,3,3-Hexafluoropropan-2-yl)oxy)carbonyl)piperazin-1-yl)methyl)-5-(oxazol-2-yl)phenoxy)-2-methylpropanoic acid